C(C1=CC=CC=C1)OC(/C=C/C=1C(=C(C(=O)OC)C=CC1OC(F)(F)F)Cl)=O methyl 3-[(E)-3-benzyloxy-3-oxo-prop-1-enyl]-2-chloro-4-(trifluoromethoxy)benzoate